(Z)-6-chloro-3-(imidazo[1,2-a]pyridin-3-ylmethylene)-1,3-dihydro-2H-indol-2-one ClC1=CC=C2/C(/C(NC2=C1)=O)=C/C1=CN=C2N1C=CC=C2